1-cyclopropyl-N-(3-(4-(2,3-dimethylphenyl)piperazin-1-yl)propyl)-2-(3,4,5-trimethoxyphenyl)-1H-benzo[d]imidazole-6-carboxamide C1(CC1)N1C(=NC2=C1C=C(C=C2)C(=O)NCCCN2CCN(CC2)C2=C(C(=CC=C2)C)C)C2=CC(=C(C(=C2)OC)OC)OC